2,3,7,8-tetrahydroxychromeno[5,4,3-cde]chromene OC1=CC=2C3=C4C(=COC3=C1O)C=C(C(=C4OC2)O)O